7-Hydroxymethyl-2,3-dihydro-1-benzofuran-4-carbonitrile OCC=1C=CC(=C2CCOC21)C#N